ClC1=NC(=NC(=C1C(=O)OCC)Cl)N1CCOCC1 ethyl 4,6-dichloro-2-morpholino-pyrimidine-5-carboxylate